[Na+].C(CCCCCCCCCCCCCCCCC)(=O)N[C@@H](CC(=O)[O-])C(=O)[O-].[Na+] N-stearoyl-L-aspartic acid sodium salt